ClC1=C(C=CC=C1)C1=CC=C(C=C1)O chloro-4'-hydroxy-[1,1'-biphenyl]